cyclopentyl-(4-(3-((4-isopropylthiazol-2-yl)amino)-2-methylbenzyl)piperazin-1-yl)methanone C1(CCCC1)C(=O)N1CCN(CC1)CC1=C(C(=CC=C1)NC=1SC=C(N1)C(C)C)C